hydroxy-1-(4-methoxyphenyl)-N,2-dimethyl-4-(piperidin-1-ylmethyl)-1H-indole-3-carboxamide OC=1C(=C2C(=C(N(C2=CC1)C1=CC=C(C=C1)OC)C)C(=O)NC)CN1CCCCC1